3-bromo-N-(cyclopropylmethyl)-N-[1-(2-pyrimidin-2-yl-1,2,4-triazol-3-yl)ethyl]-5-(trifluoromethyl)benzamide BrC=1C=C(C(=O)N(C(C)C=2N(N=CN2)C2=NC=CC=N2)CC2CC2)C=C(C1)C(F)(F)F